2-([4,4'-bipiperidin]-1-yl)-N-(1-(3,4-dichlorophenyl)-4,5-dihydro-1H-pyrazol-3-yl)acetamide N1(CCC(CC1)C1CCNCC1)CC(=O)NC1=NN(CC1)C1=CC(=C(C=C1)Cl)Cl